3-(4-((cyclobutylmethyl)((1s,4s)-4-((3,3,3-trifluoropropyl)amino)cyclohexyl)amino)-1-oxoisoindolin-2-yl)piperidine-2,6-dione C1(CCC1)CN(C1=C2CN(C(C2=CC=C1)=O)C1C(NC(CC1)=O)=O)C1CCC(CC1)NCCC(F)(F)F